CN1C(=NC=2C1=NC(=CC2C)C=2CCN(CC2)C(=O)OC(C)(C)C)C2=CC=C(C=C2)S(=O)(=O)C tert-butyl 4-(3,7-dimethyl-2-(4-(methylsulfonyl)phenyl)-3H-imidazo[4,5-b]pyridin-5-yl)-3,6-dihydropyridine-1(2H)-carboxylate